Cl[Si]1(C[Si](C1)(CCC)Cl)CCC 1,3-dichloro-1,3-dipropyl-1,3-disilacyclobutane